3-((6,22,27-trioxo-24-((palmitoyloxy)methyl)-2,2-diphenyl-3,5,23,26-tetraoxadotetracontan-1-oyl)oxy)spiro[bicyclo[3.2.1]octane-8,1'-pyrrolidin]-1'-ium trifluoroacetate FC(C(=O)[O-])(F)F.O=C(OCOC(C(=O)OC1CC2CCC(C1)[N+]21CCCC1)(C1=CC=CC=C1)C1=CC=CC=C1)CCCCCCCCCCCCCCCC(OC(COC(CCCCCCCCCCCCCCC)=O)COC(CCCCCCCCCCCCCCC)=O)=O